2-propenoic acid, 2-[(2-mercaptoethyl)thio]ethyl ester C(C=C)(=O)OCCSCCS